1-nonyl-3-ethylpiperidinium cyanide [C-]#N.C(CCCCCCCC)[NH+]1CC(CCC1)CC